2-(bromomethyl)-4-nitro-6-(trifluoromethyl)benzoic acid methyl ester COC(C1=C(C=C(C=C1C(F)(F)F)[N+](=O)[O-])CBr)=O